COC1=CC=C(CN2C(N(CCC2=O)C2=COC3=C2C=CC(=C3)C(=O)O)=O)C=C1 3-(3-(4-methoxybenzyl)-2,4-dioxotetrahydropyrimidin-1(2H)-yl)benzofuran-6-carboxylic Acid